ClC=1C=C2C(=NC(=NC2=C(C1C1=CC=CC2=C1N=C(S2)N)F)OCC21CCCN1CCC2)N2CCOCC(C2)(F)F 4-(6-chloro-4-(6,6-difluoro-1,4-oxazepan-4-yl)-8-fluoro-2-((tetrahydro-1H-pyrrolizin-7a(5H)-yl)methoxy)quinazolin-7-yl)benzo[d]thiazol-2-amine